O=C(C(=O)O)C(C(=O)O)=O 2,3-dioxobutanedioic acid